2-[(2S)-3-[4-(benzyloxy)phenyl]-2-hydroxypropyl]-2,3-dihydro-1H-isoindole-1,3-dione C(C1=CC=CC=C1)OC1=CC=C(C=C1)C[C@@H](CN1C(C2=CC=CC=C2C1=O)=O)O